C1(CC1)C1=C(N=C(C2=CC(=CC=C12)O)OC1CC(C1)C(=O)O)C1CCOCC1 3-[(4-cyclopropyl-7-hydroxy-3-tetrahydropyran-4-yl-1-isoquinolyl)oxy]cyclobutanecarboxylic acid